COC=1C=C(CN(C2=CC=C(CN3CC(NCC3)=O)C=C2)CC2=CC(=CC=C2)N2CCN(CC2)C)C=CC1 4-(4-((3-methoxybenzyl)(3-(4-methylpiperazin-1-yl)benzyl)amino)benzyl)piperazin-2-one